COC1=C(C=CC=C1C=1OC(=NN1)C)NC1=NC(=NC=C1C(=O)OCC)NC1=NC=CC=C1 Ethyl 4-{[2-methoxy-3-(5-methyl-1,3,4-oxadiazol-2-yl)phenyl]amino}-2-(pyridin-2-ylamino)pyrimidine-5-carboxylate